NC=1N=NC2=C(N1)C(=CC=C2C(=O)OC)F methyl 3-amino-5-fluoro-1,2,4-benzotriazine-8-carboxylate